4-(4-isocyanato-2,3-dihydro-1H-inden-5-yl)-2-methoxypyridine N(=C=O)C1=C2CCCC2=CC=C1C1=CC(=NC=C1)OC